1,3-dichlorodibenzothiophene ClC1=CC(=CC=2SC3=C(C21)C=CC=C3)Cl